N-[6-(5-Chloro-2-Fluorophenyl)Pyridazin-4-yl]-7-[(1-Methylpiperidin-4-yl)Oxy]Quinolin-4-Amin ClC=1C=CC(=C(C1)C1=CC(=CN=N1)NC1=CC=NC2=CC(=CC=C12)OC1CCN(CC1)C)F